C(C)N1CCN(CC1)CC1=C(C=C(C=C1)[N+](=O)[O-])NC(CC(=O)N)=O N-(2-(4-ethylpiperazin-1-yl)methyl-5-nitrophenyl)malonamide